[I-].FCC(C)(C)OC(=O)N1C=[N+](C=C1)C 1-(((1-fluoro-2-methylpropan-2-yl)oxy)carbonyl)-3-methyl-1H-imidazol-3-ium iodide